N-(4-(methylthio)phenyl)quinolin-4-amine CSC1=CC=C(C=C1)NC1=CC=NC2=CC=CC=C12